4,6-dimethyl-2-pyridinamine CC1=CC(=NC(=C1)C)N